t-butyloctane C(C)(C)(C)CCCCCCCC